C1(CC1)C1=NNC(=N1)C1=CC=C(C=C1)NC(C1=CC(=CC=C1)CN1CCSCC1)=O N-[4-(3-cyclopropyl-1H-1,2,4-triazol-5-yl)phenyl]-3-(thiomorpholin-4-ylmethyl)benzamide